C(C)N[C@@H](CCP(=O)(OC)OOCC)C(=O)O ethyl-4-[ethoxy(methyl)phosphono]-L-homoalanine